FC(C(C(C(F)F)(F)F)(F)F)F 1,1,2,2,3,3,4,4-octafluorobutane